N-glycidyl-3,6-dimethylphthalimide C(C1CO1)N1C(C=2C(C1=O)=C(C=CC2C)C)=O